sodium diphenylcarbamate C1(=CC=CC=C1)N(C([O-])=O)C1=CC=CC=C1.[Na+]